3,5-dimethyl-2-{2-[(1R,5S)-8-oxa-3-azabicyclo[3.2.1]octan-3-yl]-[1,2,4]triazolo[1,5-a]pyrimidin-5-yl}phenol CC=1C(=C(C=C(C1)C)O)C1=NC=2N(C=C1)N=C(N2)N2C[C@H]1CC[C@@H](C2)O1